2-hydroxyethoxy-2-isopropylpyridin-3-yl-6-fluoro-7-(2-fluoro-6-hydroxyphenyl)-2-oxo-1,2-dihydropyrido[2,3-d]pyrimidin-4-yl-2,5-dimethylpiperazine-1-carboxylate OCCOC1(C(N(CC(N1)C)C(=O)[O-])(C)C=1C2=C(NC(N1)=O)N=C(C(=C2)F)C2=C(C=CC=C2O)F)C=2C(=NC=CC2)C(C)C